NC1=C2N=CN(C2=NC(=N1)F)[C@H]1C[C@@H]([C@@](O1)(CCC)CO)O (2R,3S,5R)-5-(6-amino-2-fluoro-9H-purin-9-yl)-2-(hydroxymethyl)-2-propyltetrahydrofuran-3-ol